C(C)(C)(C)N1N=C(C(=C1C)CCN1CC2=C(C(=C(C=C2CC1)O)N1CC(NS1(=O)=O)=O)F)C 5-{2-[2-(1-tert-butyl-3,5-dimethyl-1H-pyrazol-4-yl)ethyl]-8-fluoro-6-hydroxy-1,2,3,4-tetrahydroisoquinolin-7-yl}-1λ6,2,5-thiadiazolidine-1,1,3-trione